ClC=1C=C2C(=C3C1NC(NC31CCCCC1)=O)OC(=N2)CN[C@@H]2COCC2 5-chloro-2-({[(3S)-oxolan-3-yl]amino}methyl)-7,8-dihydro-6H-spiro[[1,3]oxazolo[5,4-f]quinazoline-9,1'-cyclohexane]-7-one